C(C)(C)(C)OC(=O)N[C@H](C(=O)N[C@H]1CN(CC1)CCCC(=O)OCC)CCCN1C(=NC=C1)[N+](=O)[O-] ethyl 4-((R)-3-((S)-2-((tert-butoxycarbonyl)amino)-5-(2-nitro-1H-imidazol-1-yl)pentanamido)pyrrolidin-1-yl)butanoate